thallium beryllium [Be].[Tl]